1-(quinolin-2-ylmethyl)-3-(phenylethynyl)-4-(4-(trifluoromethyl)phenyl)-1H-pyrrole-2,5-dione N1=C(C=CC2=CC=CC=C12)CN1C(C(=C(C1=O)C1=CC=C(C=C1)C(F)(F)F)C#CC1=CC=CC=C1)=O